4-((2R,4S)-2-(azido-methyl)-4-((tert-butyldimethyl-silyl)oxy)pyrrolidin-1-yl)-3,6-dichloropyridazine N(=[N+]=[N-])C[C@@H]1N(C[C@H](C1)O[Si](C)(C)C(C)(C)C)C1=C(N=NC(=C1)Cl)Cl